C1=CC=C(C=C1)CNC2=CC(=NC=N2)Cl N-benzyl-6-chloropyrimidin-4-amine